N-((1s,3s)-3-(6-((1-(2-(1-((2-(2,6-dioxopiperidin-3-yl)-1,3-dioxoisoindolin-5-yl)glycyl)piperidin-4-yl)acetyl)piperidin-4-yl)amino)-9H-purin-9-yl)cyclobutyl)-6-methylpicolinamide O=C1NC(CC[C@@H]1N1C(C2=CC=C(C=C2C1=O)NCC(=O)N1CCC(CC1)CC(=O)N1CCC(CC1)NC1=C2N=CN(C2=NC=N1)C1CC(C1)NC(C1=NC(=CC=C1)C)=O)=O)=O